OC(CC1=NSC(=N1)NC(=O)C1=C(OC(=C1)C1=CC(=CC=C1)OC(F)(F)F)C)(C)C N-(3-(2-hydroxy-2-methylpropyl)-1,2,4-thiadiazol-5-yl)-2-methyl-5-(3-(trifluoromethoxy)phenyl)furan-3-carboxamide